(E)-2-(2-(1-(1-(2,4-bis(trifluoromethyl)phenyl)ethyl)-1H-pyrazol-4-yl)vinyl)-5-(pyridin-2-yl)-1,3,4-thiadiazole FC(C1=C(C=CC(=C1)C(F)(F)F)C(C)N1N=CC(=C1)/C=C/C=1SC(=NN1)C1=NC=CC=C1)(F)F